4-[Butoxy(methyl)phosphoryl]-2-ureido-butyric acid C(CCC)OP(=O)(C)CCC(C(=O)O)NC(=O)N